Ethyl {[4-bromo-1-(2,5-difluorophenyl)-5-(5-fluoropyridin-3-yl)-1H-pyrazol-3-yl]oxy}(methylsulfanyl)acetate BrC=1C(=NN(C1C=1C=NC=C(C1)F)C1=C(C=CC(=C1)F)F)OC(C(=O)OCC)SC